C(C)OC1=NN(C=C1)C=1C=CC(=C(O\C(\C(=O)OC)=C/OC)C1)C methyl (Z)-2-[5-(3-ethoxypyrazol-1-yl)-2-methyl-phenoxy]-3-methoxy-prop-2-enoate